N[C@H](C)[C@@H]1CC[C@H](CC1)C(=O)NC1=CC=NC=C1 (R)-(+)-trans-4-(1-aminoethyl)-N-(4-pyridyl)cyclohexane-carboxamide